O1C(COCC1)CNC1=C(C=C(C=C1)S(=O)(=O)NC(C1=C(C=CC=C1)N1C=2C=C3C=CNC3=NC2O[C@H](CC1)C)=O)[N+](=O)[O-] N-(4-[[(1,4-dioxan-2-yl)methyl]amino]-3-nitrobenzenesulfonyl)-2-[(13S)-13-methyl-14-oxa-2,4,10-triazatricyclo[7.5.0.0[3,7]]tetradeca-1(9),2,5,7-tetraen-10-yl]benzamide